OO Hydrogen Peroxide